6-(4-hydroxybutoxy)tetrahydro-2H-pyran-3,4-diyl diacetate C(C)(=O)OC1COC(CC1OC(C)=O)OCCCCO